C(CCC)C1=CC=C(C=C1)C=1N=C(OC1)CC(C(=O)OC(C)(C)C)=C tert-butyl 2-((4-(4-butylphenyl)oxazol-2-yl)methyl)acrylate